B([O-])([O-])N=[N+]=[N-] azidoborate